(4-bromothiazol-2-yl)methyl N-(3-hydroxypropyl)carbamate OCCCNC(OCC=1SC=C(N1)Br)=O